6-(azepan-1-yl)-1-methyl-pyrazolo[3,4-b]pyridine-3-carboxylic acid N1(CCCCCC1)C1=CC=C2C(=N1)N(N=C2C(=O)O)C